[BrH2+].N1C=NC=C1 imidazole bromonium